CC1=NN(C2=CC=CC(=C12)C=1C=NN(C1)CC1CCNCC1)C1CNCCC1 3-(3-methyl-4-(1-(piperidin-4-ylmethyl)-1H-pyrazol-4-yl)-1H-indazol-1-yl)piperidine